(S)-4-isopropyl-4,5-dihydro-oxazole C(C)(C)[C@@H]1N=COC1